5-bromo-2-[(5-cyano-2-fluorophenyl)methyl]pyrazole-3-carboxylic acid methyl ester COC(=O)C=1N(N=C(C1)Br)CC1=C(C=CC(=C1)C#N)F